5-amino-2-[2-(cyclopropylamino)-3-pyridyl]-6-(5-methyl-1H-indazol-4-yl)pyrimidine-4-carboxamide NC=1C(=NC(=NC1C1=C2C=NNC2=CC=C1C)C=1C(=NC=CC1)NC1CC1)C(=O)N